C(C1=CC=CC=C1)N1[C@@H]([C@@H](O[C@@H](C1)C)C)CO ((2S,3R,6R)-4-Benzyl-2,6-dimethylmorpholin-3-yl)methanol